benzyl 3-(2-(acetylthio)ethyl)-3-((tert-butoxycarbonyl)amino)piperidine-1-carboxylate C(C)(=O)SCCC1(CN(CCC1)C(=O)OCC1=CC=CC=C1)NC(=O)OC(C)(C)C